C(OCC1COCC1C)(=S)SC S-methyl O-((4-methyltetrahydrofuran-3-yl)methyl) carbonodithioate